S(=O)(=O)(O)CCC[N+](C)(C)CCCNC(C=C)=O sulfopropyl-N,N-dimethyl-(acrylamidopropyl)ammonium